OCCOC1=C(C=C(C=C1)C1(C2=CC=CC=C2C=2C=CC=CC12)C1=CC(=C(C=C1)OCCO)C1CCCCC1)C1CCCCC1 9,9-bis[4-(2-hydroxyeth-oxy)-3-cyclohexylphenyl]fluorene